CC1=C(C=NN1)C=1C=CC(=C(C1)O)C=1N=NC(=CC1)OC1CC(NC(C1)(C)C)(C)C 5-(5-methyl-1H-pyrazol-4-yl)-2-{6-[(2,2,6,6-tetramethylpiperidin-4-yl)oxy]pyridazin-3-yl}phenol